sodium lauroyl hydroxyethylsulfonate OCCS(=O)(=O)OC(CCCCCCCCCCC)=O.[Na]